4-(3-methyl-4-methanesulfonyl-phenyl)-3-(trifluoromethoxy)-1H-pyrazolo[4,3-b]pyridin-5-one CC=1C=C(C=CC1S(=O)(=O)C)N1C2=C(C=CC1=O)NN=C2OC(F)(F)F